CC1(COC1)NS(=O)(=O)C=1C=C(C=2N(C1)C(=NC2)C=2SC(=NN2)C(F)(F)F)N2CC1N(CC2)C(NC1)=O N-(3-methyloxetan-3-yl)-8-(3-oxohexahydroimidazo[1,5-a]pyrazin-7(1H)-yl)-3-(5-(trifluoromethyl)-1,3,4-thiadiazol-2-yl)imidazo[1,5-a]pyridine-6-sulfonamide